C(CCC)C1=C(N=C(S1)C1CCN(CC1)CCCCC=1N(C2=CC=C(C=C2C1)C#N)C)C1=CC=C(C=C1)OC1=CC=C(C=C1)Cl ((4-(5-butyl-4-(4-(4-chlorophenoxy)phenyl)thiazol-2-yl)piperidin-1-yl)butyl)-1-methyl-1H-indole-5-carbonitrile